1-(4-methylthiophen-2-yl)ethan-1-one CC=1C=C(SC1)C(C)=O